ethyl 2-amino-1-methyl-1H-benzo[d]imidazole-5-carboxylate NC1=NC2=C(N1C)C=CC(=C2)C(=O)OCC